decyl 3,5-di-tert-butyl-4-hydroxybenzoate C(C)(C)(C)C=1C=C(C(=O)OCCCCCCCCCC)C=C(C1O)C(C)(C)C